N[C@@H](CCN([C@H](C(C)(C)C)C=1N(C=C(C1)C1=C(C=CC(=C1)F)F)CC1=CC=CC=C1)C(CO)=O)C(NCCOCCNC(C(CC)SC[C@@H](C(=O)O)N)=O)=O (3R,7S)-7-Amino-17-{[(2R)-2-amino-2-carboxyethyl]sulfanyl}-3-[1-benzyl-4-(2,5-difluorophenyl)-1H-pyrrol-2-yl]-4-glycoloyl-2,2-dimethyl-8,16-dioxo-12-oxa-4,9,15-triazanonadecan